N-((4-ethylphenyl)sulfonyl)-5,5-diphenyl-4,5-dihydro-isoxazole-3-carboxamide C(C)C1=CC=C(C=C1)S(=O)(=O)NC(=O)C1=NOC(C1)(C1=CC=CC=C1)C1=CC=CC=C1